6-cyano-7-(5,7-dihydro-6H-pyrrolo[3,4-b]pyridin-6-yl)-1-(6-hydroxy-pyridin-3-yl)-4-oxo-1,4-dihydro-quinoline-3-carboxylic acid C(#N)C=1C=C2C(C(=CN(C2=CC1N1CC2=NC=CC=C2C1)C=1C=NC(=CC1)O)C(=O)O)=O